methyl (2S)-5-amino-6-[[(3R)-1-[(tert-butoxy)carbonyl]piperidin-3-yl] amino]-2-methyl-1,2,3,4-tetrahydroquinoline-1-carboxylate NC1=C2CC[C@@H](N(C2=CC=C1N[C@H]1CN(CCC1)C(=O)OC(C)(C)C)C(=O)OC)C